OCC(C(=O)OCCCC)=C butyl α-hydroxymethylacrylate